N-methyl-2-(2-hydroxyethyl)pyrrolidine CN1C(CCC1)CCO